O1C(OCC1)C1=NC(=CC=C1O)CCCN1CC=2NC3=CC=CC=C3C2CC1 2-(1,3-dioxolan-2-yl)-6-(3-(1,3,4,9-tetrahydro-2H-pyrido[3,4-b]indol-2-yl)propyl)pyridin-3-ol